tert-Butyl 3-((2-methylpyrazolo[1,5-a]pyrimidin-7-yl)methyl)piperidine-1-carboxylate CC1=NN2C(N=CC=C2CC2CN(CCC2)C(=O)OC(C)(C)C)=C1